4-(4-((1R,5S)-3,8-diazabicyclo[3.2.1]octan-3-yl)-8-fluoro-2-(2-(pyrrolidin-1-yl)ethoxy)quinazolin-7-yl)naphthalen-2-ol [C@H]12CN(C[C@H](CC1)N2)C2=NC(=NC1=C(C(=CC=C21)C2=CC(=CC1=CC=CC=C21)O)F)OCCN2CCCC2